NC1=NC(=C(C=2N1N=C(N2)NCC2=NC=CC=C2C)C2=CN(C(C=C2)=O)CC)C=2C(=C(C#N)C=CC2)F (5-amino-8-(1-ethyl-6-oxo-1,6-dihydropyridin-3-yl)-2-(((3-methylpyridin-2-yl)methyl)amino)-[1,2,4]triazolo[1,5-c]pyrimidin-7-yl)-2-fluorobenzonitrile